N-(2-(aminomethyl)-3-fluorobenzyl)-N,2-dimethylpropan-2-amine NCC1=C(CN(C(C)(C)C)C)C=CC=C1F